ICC 1-Iodoethan